methyl (S)-3-(5-bromo-2-fluorophenyl)-4-(8,8-difluoro-6-((5,6,7,8-tetrahydro-1,8-naphthyridin-2-yl)methyl)-2,6-diazaspiro[3.4]octan-2-yl)butanoate BrC=1C=CC(=C(C1)[C@H](CC(=O)OC)CN1CC2(C1)CN(CC2(F)F)CC2=NC=1NCCCC1C=C2)F